4-{2-[(1-tert-butoxypropan-2-yl)oxy]-5-(methylsulfonyl)phenyl}-6-methyl-1,6-dihydro-7H-pyrrolo[2,3-c]pyridin-7-one C(C)(C)(C)OCC(C)OC1=C(C=C(C=C1)S(=O)(=O)C)C=1C2=C(C(N(C1)C)=O)NC=C2